C(C)(C)(C)C1=CC=C(C=C1)C=1N=C(SC1)N(C)C1=NC=2N(C3=CC(=CC=C13)Cl)C=NN2 (4-(tert-butyl)phenyl)-N-(8-chloro-[1,2,4]Triazolo[4,3-a]Quinazoline-5-Yl)-N-methylthiazol-2-amine